CC1=C(C(=CC=C1)C)P(C1=C(C=CC=C1C)C)C1=C(C=CC=C1C)C tris(2,6-dimethylphenyl)phosphorus